C(C=C)(=O)N1[C@@H]2CN([C@H](C1)C2)S(=O)(=O)C2=CC=C(CN1CCC3(CN(C3)C3=NC=NC=C3OC3=C(C(=O)N(C(C)C)C(C)C)C=C(C=C3)F)CC1)C=C2 2-((4-(7-(4-(((1S,4S)-5-acryloyl-2,5-diazabicyclo[2.2.1]heptan-2-yl)sulfonyl)benzyl)-2,7-diazaspiro[3.5]nonan-2-yl)pyrimidin-5-yl)oxy)-5-fluoro-N,N-diisopropylbenzamide